2-(3,6-diazabicyclo[3.1.1]heptan-3-yl)-5-(5-((R)-1-(3,5-dimethylpyridazin-4-yl)ethoxy)-1H-indazol-3-yl)nicotinonitrile C12CN(CC(N1)C2)C2=C(C#N)C=C(C=N2)C2=NNC1=CC=C(C=C21)O[C@H](C)C2=C(N=NC=C2C)C